methyl 3-(3-(2-carbamoylbenzo[b]thiophen-3-yl)phenyl)propanoate C(N)(=O)C1=C(C2=C(S1)C=CC=C2)C=2C=C(C=CC2)CCC(=O)OC